BrC1=C(C(=NN1C1=CC=CC=C1)C1=C(C=CC=C1)C(F)(F)F)C=O 5-BROMO-1-PHENYL-3-[2-(TRIFLUOROMETHYL)PHENYL]-1H-PYRAZOLE-4-CARBOXALDEHYDE